O[C@@]12[C@@H](CN(C1)C(=O)OCC1=CC=CC=C1)CC(C2)=O benzyl (3aS,6aR)-3a-hydroxy-5-oxohexahydrocyclopenta[c]pyrrole-2(1H)-carboxylate